2-(4-Chloro-7-fluoro-6-(1,2,5,6-tetrahydropyridin-3-yl)benzo[b]thiophen-2-yl)(4-(3-methoxypyridin-2-yl)piperazin-1-yl)methanone ClC1=CC(=C(C=2SC(=CC21)C2N(CCN(C2)C2=NC=CC=C2OC)C=O)F)C=2CNCCC2